ClC=1C(N(C=CC1Cl)C1=CC=C(C=C1)N1N=CC(=C1C(F)(F)F)C(=O)NC(C)C)=O 1-(4-(3,4-dichloro-2-oxopyridin-1(2H)-yl)phenyl)-N-isopropyl-5-(trifluoromethyl)-1H-pyrazole-4-carboxamide